C(C1=CC=CC=C1)N1C[C@@H]2N(C3=CC=NC=C3CC2)CC1 (R)-3-benzyl-2,3,4,4a,5,6-hexahydro-1H-pyrazino[1,2-a][1,6]naphthyridine